((2R,3R,4R,5S)-3,4,5-tris(benzyloxy)-1-((1-phenylpiperidin-4-yl)methyl)piperidin-2-yl)methyl methanesulfonate CS(=O)(=O)OC[C@H]1N(C[C@@H]([C@H]([C@@H]1OCC1=CC=CC=C1)OCC1=CC=CC=C1)OCC1=CC=CC=C1)CC1CCN(CC1)C1=CC=CC=C1